2-[3-(6-bromopyrazin-2-yl)-7-methoxy-imidazo[1,2-b]pyridazin-6-yl]-1,1,1-trifluoro-propan-2-ol BrC1=CN=CC(=N1)C1=CN=C2N1N=C(C(=C2)OC)C(C(F)(F)F)(C)O